6-azidoquinoline-4-carboxylic Acid N(=[N+]=[N-])C=1C=C2C(=CC=NC2=CC1)C(=O)O